2-[3-chloro-2-fluoro-4-[8-[4-[4-[(2S,4R)-4-hydroxypyrrolidine-2-carbonyl]piperazine-1-carbonyl]-3-methylanilino]imidazo[1,2-a]pyrazin-3-yl]phenoxy]acetonitrile ClC=1C(=C(OCC#N)C=CC1C1=CN=C2N1C=CN=C2NC2=CC(=C(C=C2)C(=O)N2CCN(CC2)C(=O)[C@H]2NC[C@@H](C2)O)C)F